CC1=NC(=NO1)C=1C=C(C=CC1)C(C(=O)O)C(=O)O 2-(3-(5-methyl-1,2,4-oxadiazol-3-yl)phenyl)malonic acid